NC1=NC2=CC(=CC=C2C=C1)S(=O)(=O)NC1(CC1)C 2-amino-N-(1-methylcyclopropyl)quinoline-7-sulfonamide